4-bromo-N,N,3-trimethyl-1H-indol-7-amine BrC1=C2C(=CNC2=C(C=C1)N(C)C)C